1-(3-bromophenyl)-3,3-dimethoxycyclobutane-1-carbonitrile BrC=1C=C(C=CC1)C1(CC(C1)(OC)OC)C#N